C[C@@H]1CN(C[C@@H](N1)C)CC1=CC=C(C=C1)C(/C=C/C1=CC=C(C=C1)/C=C/C(CO)=O)=O (E)-4-[4-[(E)-3-[4-[[(3R,5S)-3,5-Dimethylpiperazin-1-yl]methyl]phenyl]-3-oxoprop-1-enyl]phenyl]-1-hydroxybut-3-en-2-one